C(C)(C)(C)C=1C=C(C=C(C1O)C(C)(C)C)CO 3,5-di-tert-butyl-4-hydroxybenzenemethanol